sodium (3-methoxy-4-nitrophenyl)methanesulfonate COC=1C=C(C=CC1[N+](=O)[O-])CS(=O)(=O)[O-].[Na+]